C(C=C)(=O)OCCOCCOCCOC(C=C)=O Triethylenglycol diacrylat